3-((4-(4-(3-((4-(3-(4-chloro-3-cyclopropyl-1H-pyrrolo[2,3-b]pyridin-5-yl)phenyl)-3-oxopiperazin-1-yl)sulfonyl)propyl)piperazin-1-yl)-3-fluorophenyl)amino)piperidine-2,6-dione ClC1=C2C(=NC=C1C=1C=C(C=CC1)N1C(CN(CC1)S(=O)(=O)CCCN1CCN(CC1)C1=C(C=C(C=C1)NC1C(NC(CC1)=O)=O)F)=O)NC=C2C2CC2